tert-butyl (1R,5S)-3-(3,4-dichlorobenzoyl)-3,6-diazabicyclo[3.1.1]heptane-6-carboxylate ClC=1C=C(C(=O)N2C[C@@H]3N([C@H](C2)C3)C(=O)OC(C)(C)C)C=CC1Cl